4-[5-(2,4-difluorophenoxy)-2-(1,1-dioxo-1,2-thiazolidin-2-yl)pyrimidin-4-yl]-2-methylisoquinolin-1-one FC1=C(OC=2C(=NC(=NC2)N2S(CCC2)(=O)=O)C2=CN(C(C3=CC=CC=C23)=O)C)C=CC(=C1)F